3-hydroxy-2-((((9Z,12Z)-octadeca-9,12-dienoyl)oxy)methyl)propyl 1'-ethyl-[1,4'-bipiperidine]-4-carboxylate C(C)N1CCC(CC1)N1CCC(CC1)C(=O)OCC(CO)COC(CCCCCCC\C=C/C\C=C/CCCCC)=O